COC1=CC=C(C=C1)C=1C(=NNN1)C#N 5-(4-methoxyphenyl)-2H-1,2,3-triazole-4-carbonitrile